NC1=NC=CC=C1C1=NC=2C(=NC(=CC2)C=2SC=C(N2)C)N1C=1C=C2CC[C@@H](C2=CC1)NC(=O)C1=NN(C=C1)C (S)-N-(5-(2-(2-aminopyridin-3-yl)-5-(4-methylthiazol-2-yl)-3H-imidazo[4,5-b]pyridin-3-yl)-2,3-dihydro-1H-inden-1-yl)-1-methyl-1H-pyrazole-3-carboxamide